[1-[3-[1-[[3,5-bis(trifluoro-methyl)benzoyl]amino]ethyl]pyrazin-2-yl]pyrazol-4-yl]ammonium chloride [Cl-].FC(C=1C=C(C(=O)NC(C)C=2C(=NC=CN2)N2N=CC(=C2)[NH3+])C=C(C1)C(F)(F)F)(F)F